ClC=1C=C2C(=CC(=NC2=CC1)C(F)(F)F)N[C@@H]1C[C@@H](CCC1)NC(=O)C=1C(=C2C=NNC2=CC1)F N-[(1R,3S)-3-{[6-chloro-2-(trifluoromethyl)quinolin-4-yl]amino}cyclohexyl]-4-fluoro-1H-indazole-5-carboxamide